4,4'-diisobutoxymethyl-biphenyl C(C(C)C)OCC1=CC=C(C=C1)C1=CC=C(C=C1)COCC(C)C